3-(3-(3-chloro-4-fluorophenyl)-1-(1-(1-oxo-1,2-dihydroisoquinolin-4-yl)ethyl)ureido)-N-methylpropane-1-sulfonamide ClC=1C=C(C=CC1F)NC(N(C(C)C1=CNC(C2=CC=CC=C12)=O)CCCS(=O)(=O)NC)=O